NC1=CC(=C(C=C1)C(=O)N1C(CN(CC1)C)C1=CC=CC=C1)Br (4-amino-2-bromophenyl)-(4-methyl-2-phenylpiperazin-1-yl)methanone